(cyclopropylmethyl)-2-[(3-fluorophenoxy)methyl]-6,7-dihydro-thiazolo[5,4-c]pyridin-4(5H)-one C1(CC1)CN1C(C2=C(CC1)N=C(S2)COC2=CC(=CC=C2)F)=O